3-(5-(difluoromethyl)-1,3,4-thiadiazol-2-yl)-8-((2R,5S)-2-(hydroxymethyl)-5-methylmorpholino)-N-(3-methyloxetan-3-yl)imidazo[1,2-a]pyridine-6-sulfonamide FC(C1=NN=C(S1)C1=CN=C2N1C=C(C=C2N2C[C@@H](OC[C@@H]2C)CO)S(=O)(=O)NC2(COC2)C)F